C(#N)[C@H](C[C@@H]1C(NCC1)=O)NC(=O)[C@H]1N([C@H]2CC([C@@H]1CC2)(F)F)C(C(F)(F)C2=CC(=CC(=C2)Cl)Cl)=O (1R,3S,4R)-N-[(1S)-1-cyano-2-[(3R)-2-oxopyrrolidin-3-yl]ethyl]-2-[2-(3,5-dichlorophenyl)-2,2-difluoro-acetyl]-5,5-difluoro-2-azabicyclo[2.2.2]octane-3-carboxamide